CC(C(=C)C)[Si](OC)(OC)OC 1,2-dimethyl-2-propenyltrimethoxysilane